C(C)OC(=O)C=1C=C2NC(C(=NC2=C(C1)C1=CC=CC=C1)C)=O 2-methyl-3-oxo-8-phenyl-3,4-dihydroquinoxaline-6-carboxylic acid ethyl ester